BrC1=C(C(=O)O)C=C(C(=C1)OC1COCC1)OC 2-bromo-5-methoxy-4-((tetrahydrofuran-3-yl)oxy)benzoic acid